N-(5-((6-((R)-3-benzylisoxazolidine-2-yl)pyrimidine-4-yl)amino)-2-(4-(4-cyclopropyl-piperazine-1-yl)piperidine-1-yl)-4-methoxy-phenyl)acrylamide C(C1=CC=CC=C1)[C@H]1N(OCC1)C1=CC(=NC=N1)NC=1C(=CC(=C(C1)NC(C=C)=O)N1CCC(CC1)N1CCN(CC1)C1CC1)OC